C[Si](C)(C)CC(C=C)=O trimethylsilyl-butenone